methyl 4-propionyl-5-oxo-heptanoate C(CC)(=O)C(CCC(=O)OC)C(CC)=O